8-bromo-N-[(4,5-difluoro-1H-benzimidazol-2-yl)methyl]-2-(methanesulfonyl)pyrazolo[1,5-a][1,3,5]triazin-4-amine BrC=1C=NN2C1N=C(N=C2NCC2=NC1=C(N2)C=CC(=C1F)F)S(=O)(=O)C